O1C(CCCC1)OCCCCCCC(CCCCCCCCC)O 1-(oxan-2-yloxy)hexadecan-7-ol